2-{[7-amino-4-(5-aminopyridin-2-yl)-1-oxo-2,3-dihydro-1H-isoindol-2-yl]methyl}prop-2-enamide NC=1C=CC(=C2CN(C(C12)=O)CC(C(=O)N)=C)C1=NC=C(C=C1)N